N-(1-(5-(2-cyclopropyl-pyrimidin-4-yl)-6,6a,7,7a-tetrahydro-5H-cyclopropa[c][1,5]naphthyridin-2-yl)cyclopropyl)-4-fluorobenzamide C1(CC1)C1=NC=CC(=N1)N1CC2C(C3=NC(=CC=C13)C1(CC1)NC(C1=CC=C(C=C1)F)=O)C2